ClC=1C=C(C=CC1C=1N(C2=NC=NC(=C2N1)OC1(CC1)C)CC1=NC=CC(=C1)Cl)O 3-chloro-4-(9-((4-chloropyridin-2-yl)methyl)-6-(1-methylcyclopropoxy)-9H-purin-8-yl)phenol